ClC1=C(C(=O)N2CCN(CC2)C(=O)OC(C)(C)C)C(=CC=N1)C tert-butyl 4-(2-chloro-4-methylnicotinoyl)piperazine-1-carboxylate